FC1=CC=C(C=C1)S(=O)(=O)NCCOC1=CC2=C(N=C(S2)C=2C=C(C=C3N=C(C=NC23)COC)C(=O)O)C(=C1)C 8-(6-(2-(4-fluorophenylsulphonamido)ethoxy)-4-methylbenzo[d]thiazol-2-yl)-3-(methoxymethyl)quinoxaline-6-carboxylic acid